ethyl (S)-1-(((S)-tert-butylsulfinyl)amino)-7-fluoro-2,3-dihydro-1H-indene-4-carboxylate C(C)(C)(C)[S@](=O)N[C@H]1CCC=2C(=CC=C(C12)F)C(=O)OCC